C1(CC1)C=1C(=NC(=NC1)NC=1C=NN(C1)C1CCN(CC1)C)NCCCN1C(N(CC1)C)=O 1-(3-((5-cyclopropyl-2-((1-(1-methylpiperidin-4-yl)-1H-pyrazol-4-yl)amino)pyrimidin-4-yl)amino)propyl)-3-methylimidazolidin-2-one